FC(CN1C(=NC2=C1C=C(C=C2F)C2=CNC=1N=C(N=CC12)N[C@H]1CCC(N(C1)C)=O)C)F (S)-5-((5-(1-(2,2-difluoroethyl)-4-fluoro-2-methyl-1H-benzo[d]imidazol-6-yl)-7H-pyrrolo[2,3-d]pyrimidin-2-yl)amino)-1-methylpiperidin-2-one